CC=1C(=C(C=C(C1)C(F)(F)F)O)C=1N=NC(=CC1)N[C@@H]1[C@H]2CC[C@H](CC1)N2C 3-Methyl-2-(6-(((1R,2S,5S)-8-methyl-8-azabicyclo[3.2.1]octan-2-yl)amino)pyridazin-3-yl)-5-(trifluoromethyl)phenol